OC1=C2CN(C(C2=CC=C1)=C=O)C1C(NC(CC1)=O)=O 3-(4-hydroxyl-1-carbonylisoindolin-2-yl)piperidine-2,6-dione